ClC1=C(C(=CC(=C1)F)F)NC(C1=C(C=C(C(=C1)F)N1N=C2COCCN2C1=O)O[C@H](C(F)(F)F)C)=O N-(2-chloro-4,6-difluorophenyl)-5-fluoro-4-(3-oxo-5,6-dihydro-3H-[1,2,4]triazolo[3,4-c]-[1,4]oxazin-2(8H)-yl)-2-{[(2S)-1,1,1-trifluoropropan-2-yl]oxy}benzamide